Cl.CNC(C(=O)O)CCCC methylaminocaproate hydrochloride